C(C)(C)(C)OC(=O)N1C2CN(CC1CC2)C2=NC(=NC1=C(C(=C(C=C21)Cl)C2=CC(=CC1=CC=CC=C21)O)F)O[C@@H](C=O)C 3-(6-chloro-8-fluoro-7-(3-hydroxynaphthalen-1-yl)-2-(((R)-1-oxopropan-2-yl)oxy)quinazolin-4-yl)-3,8-diazabicyclo[3.2.1]octane-8-carboxylic acid tert-butyl ester